(9S)-7-[4-(2,8-diazaspiro[4.5]decan-8-yl)-2-fluoro-phenyl]-4,5,9,13-tetramethyl-3-thia-1,8,11,12-tetrazatricyclo[8.3.0.02,6]trideca-2(6),4,7,10,12-pentaene C1NCCC12CCN(CC2)C2=CC(=C(C=C2)C=2C=1C(=C(SC1N1C(=NN=C1[C@@H](N2)C)C)C)C)F